2-[(3-CHLORO-2-FORMYLPHENYL)(METHYL)AMINO]-N-ETHYLACETAMIDE ClC=1C(=C(C=CC1)N(CC(=O)NCC)C)C=O